3-((S)-1-(1-((R)-3-cyclohexyl-2-methylpropanoyl)-4-hydroxypiperidin-4-yl)propyl)-6-phenylpyrimidin-4(3H)-one C1(CCCCC1)C[C@H](C(=O)N1CCC(CC1)(O)[C@H](CC)N1C=NC(=CC1=O)C1=CC=CC=C1)C